NC1=NC=CC=C1C1=NC=2C(=NC(=CC2)N2N=CC=C2)N1C=1C=C2CC(C(C2=CC1)NN1CCN(CC1)C(=O)OC(C)(C)C)F tert-butyl 4-({5-[2-(2-aminopyridin-3-yl)-5-(pyrazol-1-yl)imidazo[4,5-b]pyridin-3-yl]-2-fluoro-2,3-dihydro-1H-inden-1-yl}amino)piperazine-1-carboxylate